ammonium acetate iodide [I-].C(C)(=O)[O-].[NH4+].[NH4+]